ethyl 3,5-diisopropyloxybenzoate C(C)(C)OC=1C=C(C(=O)OCC)C=C(C1)OC(C)C